COC(=O)C1(C2CCCC(C1)N2S(=O)(=O)C2=CC=C(C=C2)[N+](=O)[O-])C(=O)OC 8-(4-Nitrophenylsulfonyl)-8-azabicyclo[3.2.1]octane-6,6-dicarboxylic acid dimethyl ester